C(C)(C)(C)C1C(CCN(C1)C(=O)O)C1=CC=C(C=C1)NC12C(NC(C(C1)C2)=O)=O.C(=O)(OC(C)(C)C)N2C(CCCC2=O)=O N-BOC-Glutarimide 5-tert-Butyl-4-[4-[(2,4-dioxo-3-azabicyclo[3.1.1]heptan-1-yl)amino]phenyl]piperidine-1-carboxylate